NC=1C(=NC(=CC1C#N)Cl)C1=NC(=CC=C1Br)C=1SC=CN1 amino-3'-bromo-6-chloro-6'-(thiazol-2-yl)-[2,2'-bipyridine]-4-carbonitrile